(2S)-2-hydroxy-3-{3,8,10-trifluoro-6H,11H-chromeno[4,3-b]indol-6-yl}propanoic acid O[C@H](C(=O)O)CC1OC2=CC(=CC=C2C=2NC3=C(C=C(C=C3C21)F)F)F